C1(=CC=CC=C1)S(=O)(=O)OC1=C(C=CC=C1)NC(=O)NC1=CC=C(C=C1)OS(=O)(=O)C1=CC=C(C)C=C1 N-[2-(benzenesulfonyloxy)phenyl]-N'-[4-(p-toluenesulfonyloxy)phenyl]urea